O[C@H](C)C=1OC(=C(N1)C)C=O (2-((R)-1-hydroxyethyl)-4-methyloxazol-5-yl)methanone